2-(hex-5-yn-1-yl)-6,7-dimethoxy-3,4-dihydroisoquinolin-1(2H)-one C(CCCC#C)N1C(C2=CC(=C(C=C2CC1)OC)OC)=O